5-Fluoro-6-(2-methoxyethoxy)-3-{3-[4-(piperazin-1-carbonyl)phenyl]-1,2-oxazol-5-yl}-1H-indazol FC=1C=C2C(=NNC2=CC1OCCOC)C1=CC(=NO1)C1=CC=C(C=C1)C(=O)N1CCNCC1